NC1=NC=C(C2=C1C=NN2)NC(C(N2[C@H](CC[C@@H](C2)C)C=2C=CC1=C(N=C(S1)CCCN(C)C)C2)=O)=O N-(4-Amino-1H-pyrazolo[4,3-c]pyridin-7-yl)-2-oxo-2-[(2R,5S)-2-[2-[3-(dimethylamino)propyl]-1,3-benzothiazol-5-yl]-5-methyl-1-piperidyl]acetamide